3-(5-((2-(3-(3-methylpyridin-4-yl)azetidin-1-yl)cyclohex-yl)oxy)-1-oxoisoindolin-2-yl)-piperidine-2,6-dione CC=1C=NC=CC1C1CN(C1)C1C(CCCC1)OC=1C=C2CN(C(C2=CC1)=O)C1C(NC(CC1)=O)=O